1-Bromo-9H-carbazole-d7 BrC1=C(C(=C(C=2C3=C(C(=C(C(=C3NC12)[2H])[2H])[2H])[2H])[2H])[2H])[2H]